CCCCC\C=C\CCC\C=C\CCCCC (6E,11E)-HEPTADECA-6,11-DIENE